3-chloro-5,5-dimethyl-2-cyclohexene ClC1=CCCC(C1)(C)C